2-AMINO-3,5-DIFLUOROPHENYLBORONIC ACID NC1=C(C=C(C=C1F)F)B(O)O